4-hydroxy-3-methylbut-2-en OCC(=CC)C